(3S,5R,8S)-3,8-dimethyl-1,2,3,4,5,6,7,8-octahydroazulen C[C@H]1CCC=2[C@H](CCCCC12)C